N-(6-amino-5-methyl-3-pyridyl)-2-[(2R,5S)-5-methyl-2-(3-methyl-1,2-benzothiazol-5-yl)-1-piperidyl]-2-oxo-Acetamid NC1=C(C=C(C=N1)NC(C(=O)N1[C@H](CC[C@@H](C1)C)C=1C=CC2=C(C(=NS2)C)C1)=O)C